C(C)(C)(C)OC(=O)N1CC(CCC1)\C=C\S(NC(NC1=C2CCCC2=CC=2CCCC12)=O)(=O)=O (E)-tert-Butyl-3-(2-(N-((1,2,3,5,6,7-hexahydro-s-indacen-4-yl)carbamoyl)sulfamoyl)vinyl)-piperidin-1-carboxylat